CNC(C1CCCCC1)C1CCCCC1 methyldicyclohexylmethylamine